rel-(1R,2R)-2-Ethoxycyclohexanol C(C)O[C@H]1[C@@H](CCCC1)O |o1:3,4|